FC(OC1=CC=C(C=C1)C1=C2C(=NN(C1=O)C1=CC3=CN(N=C3C=C1)C)C=CC(=N2)CCC)F 4-(4-(difluoromethoxy)phenyl)-2-(2-methyl-2H-indazol-5-yl)-6-propylpyrido[3,2-c]pyridazin-3(2H)-one